N-(2-aminoethyl)MALEIMIDE TRIFLUOROACETATE SALT FC(C(=O)O)(F)F.NCCN1C(C=CC1=O)=O